OC(C)(C)C1=CC=C(C=C1)NC(=O)C1=NC=CC(=N1)C1=CN=CN1C N-(4-(2-hydroxypropan-2-yl)phenyl)-4-(1-methyl-1H-imidazol-5-yl)pyrimidine-2-carboxamide